OC(CN(C1=CC(N(N=C1)CC=1C(=NOC1C)C=1C=NC(=CC1)C)=O)C)(C)C 5-((2-hydroxy-2-methylpropyl)(methyl)amino)-2-((5-methyl-3-(6-methylpyridin-3-yl)isoxazol-4-yl)methyl)pyridazin-3(2H)-one